3-(4-bromo-5-((4-(2-fluoro-5-((4-oxo-3,4-dihydrophthalazin-1-yl)methyl)benzoyl)piperazin-1-yl)methyl)-1-oxoisoindolin-2-yl)piperidine-2,6-dione BrC1=C2CN(C(C2=CC=C1CN1CCN(CC1)C(C1=C(C=CC(=C1)CC1=NNC(C2=CC=CC=C12)=O)F)=O)=O)C1C(NC(CC1)=O)=O